cesium tin iodine [I].[Sn].[Cs]